FC=1C=CC2=C(C(=NO2)C2=C(\C=N\[S@@](=O)C(C)(C)C)C=CC=C2)C1 (S,E)-N-[2-(5-fluorobenzo[d]isoxazol-3-yl)benzylidene]-2-methylpropane-2-sulfinamide